[2-(3-ethyl-4-methyl-2-oxo-3-pyrroline-1-carboxamido)ethyl]benzenesulfonamide C(C)C=1C(N(CC1C)C(=O)NCCC1=C(C=CC=C1)S(=O)(=O)N)=O